ClC1=NC=2N([C@H](C(NC2C(=N1)C)=O)CC)C (S)-2-chloro-7-ethyl-4,8-dimethyl-7,8-dihydropteridin-6(5H)-one